C(C)(C)(C)OC(NC1=CC=C(C=C1)C1=C(C(=NC(=C1)C1=NC=CC=C1C)OC)C#N)=O.ClC=1N=CC2=C(C=CC(=C2C1)C(C)C)N1CC(C1)CS(=O)C 3-chloro-5-isopropyl-8-(3-((methylsulfinyl)methyl)azetidine-1-yl)isoquinoline tert-Butyl-4-(3-cyano-2-methoxy-6-(3-methylpyridin-2-yl)pyridin-4-yl)phenylcarbamate